acetyl-(ethane) C(C)(=O)CC